CS(=O)(=O)NCC=1C=2N(C=C(N1)C)C=C(N2)NC(=O)C2=CC=C(C1=CN(N=C21)C)N2CC1CCC(C2)N1C(=O)OC(C)(C)C tert-butyl 3-[7-[[8-(methanesulfonamidomethyl)-6-methyl-imidazo[1,2-a]pyrazin-2-yl]carbamoyl]-2-methyl-indazol-4-yl]-3,8-diazabicyclo[3.2.1]octane-8-carboxylate